C(#N)C1=C(C=C(C=N1)N1C(N(C(C1=O)(C)C)[C@@H]1CC[C@H](CC1)CCCOC1C[C@H](N([C@H](C1)C)C(=O)OC(C)(C)C)C)=S)C(F)(F)F (2R,4r,6S)-tert-Butyl 4-(3-((trans)-4-(3-(6-Cyano-5-(trifluoromethyl)pyridin-3-yl)-5,5-dimethyl-4-oxo-2-thioxoimidazolidin-1-yl)cyclohexyl)propoxy)-2,6-dimethylpiperidine-1-carboxylate